(S)-ethyl 2-methyl-2-((3-(oxiran-2-ylmethoxy)phenyl) sulfonyl)propanoate CC(C(=O)OCC)(C)S(=O)(=O)C1=CC(=CC=C1)OC[C@H]1OC1